C(C)OC1=C(C(=CC2=C1C(N1[C@@H](CO2)C[C@@H](C1)OC1=NC=C2CCC(NC2=C1)=O)=O)C)F (2S,11aR)-6-Ethoxy-7-fluoro-8-methyl-2-((2-oxo-1,2,3,4-tetrahydro-1,6-naphthyridin-7-yl)oxy)-2,3,11,11a-tetrahydro-1H,5H-benzo[f]pyrrolo[2,1-c][1,4]oxazepin-5-one